(9S)-9-ethyl-5-fluoro-9-hydroxy-1-(2-hydroxyethoxy)-4-methyl-2,3,12,15-tetrahydrobenzo[de]pyrano[3',4':6,7]indolizino[1,2-b]quinoline-10,13(1H,9H)-dione C(C)[C@]1(C(OCC=2C(N3CC=4C(=NC=5C=C(C(=C6C5C4C(CC6)OCCO)C)F)C3=CC21)=O)=O)O